2'-(4-{bicyclo[2.2.1]heptan-2-yl}piperazine-1-carbonyl)-5'-chloro-7',8'-dihydro-6'H-spiro[cyclohexane-1,9'-furo[2,3-f]quinazoline]-7'-one C12C(CC(CC1)C2)N2CCN(CC2)C(=O)C2=CC=1C(=C3C4(NC(NC3=C(C1)Cl)=O)CCCCC4)O2